C1(CCC1)C=1C=C(C=CC1)C=1C(=NC(=NC1CC)N)N 5-(3-cyclobutylphenyl)-6-ethylpyrimidine-2,4-diamine